C(CCC)OC(C1=CC(=CC=C1)CN1N=C2C(=C1C1=C(C=CC=C1)F)CN(C2)C)=O 3-((3-(2-fluorophenyl)-5-methyl-5,6-dihydropyrrolo[3,4-c]pyrazol-2(4H)-yl)methyl)benzoic acid butyl ester